Cis-1-(1'-(azetidin-3-yl)-3'-fluoro-[1,4'-bipiperidin]-4-yl)-3-(4-phenoxyphenyl)-1H-pyrazolo[3,4-d]pyrimidin-4-amine N1CC(C1)N1CC(C(CC1)N1CCC(CC1)N1N=C(C=2C1=NC=NC2N)C2=CC=C(C=C2)OC2=CC=CC=C2)F